N-cyclopropyl-6-(2,6-dichloro-3,5-dimethoxyphenyl)-2-(methylthio)pyrido[3,4-d]pyrimidine-8-amine C1(CC1)NC1=NC(=CC2=C1N=C(N=C2)SC)C2=C(C(=CC(=C2Cl)OC)OC)Cl